BrC1=CC(=NC=C1)CS(=O)(C)=NC(OCC1=CC=CC=C1)=O Benzyl (((4-bromopyridin-2-yl)methyl)(methyl)(oxo)-λ6-sulfanylidene)carbamate